N1-(2-methylpyridin-4-yl)benzene-1,4-diamine CC1=NC=CC(=C1)NC1=CC=C(C=C1)N